tert-butyl (1R,3S,5S)-3-[methyl[8-(1-[[2-(trimethylsilyl)ethoxy]methyl]pyrazol-4-yl)-6H-benzo[c]chromen-3-yl] amino]-8-azabicyclo[3.2.1]octane-8-carboxylate CN(C1C[C@H]2CC[C@@H](C1)N2C(=O)OC(C)(C)C)C2=CC=C1C3=C(COC1=C2)C=C(C=C3)C=3C=NN(C3)COCC[Si](C)(C)C